C(CCCCCC)C(CCCCCCC)OC(CCCN(CCCC(=O)O)S(=O)(=O)C1=CC=C(C=C1)[N+](=O)[O-])=O 4-[[4-(1-heptyloctoxy)-4-oxo-butyl]-(4-nitrophenyl)sulfonyl-amino]butanoic acid